1-(4-(azetidin-3-yl)-3,5-dimethylbenzyl)-3-methylazetidin-3-yl acetate C(C)(=O)OC1(CN(C1)CC1=CC(=C(C(=C1)C)C1CNC1)C)C